FC1([C@H](CN(CC1)C(C(=O)NC=1N=NC(=CC1)OC1CC2(C1)CCC2)C)C2=CNC(C=C2)=O)F 2-((S)-4,4-difluoro-3-(6-oxo-1,6-dihydropyridin-3-yl)piperidin-1-yl)-N-(6-(spiro[3.3]heptan-2-yloxy)pyridazin-3-yl)propanamide